N-[2-[4-(hydroxymethyl)cyclohexyl]thiazolo[4,5-c]pyridin-6-yl]-6-(trifluoromethyl)pyridine-2-carboxamide OCC1CCC(CC1)C=1SC2=C(C=NC(=C2)NC(=O)C2=NC(=CC=C2)C(F)(F)F)N1